ClC1=CC=2C3=C(C(=NC2C(=C1C1=CC=C(C=C1)F)F)S(=O)(=O)C)N=CN3[C@@H]3C[C@H](N(CC3)C(=O)OC(C)(C)C)CC#N tert-butyl (2S,4S)-4-(8-chloro-6-fluoro-7-(4-fluorophenyl)-4-(methylsulfonyl)-1H-imidazo[4,5-c]quinolin-1-yl)-2-(cyanomethyl)piperidine-1-carboxylate